3-chloro-2,4-dimethyl-6,7-dihydro-5H-pyrrolo[4,3-b]pyridine hydrochloride Cl.ClC=1C(=C2C(=NC1C)CNC2)C